N[C@@H](C(=O)O)CC(=O)O (R)-2-Aminosuccinic acid